N1C=NC2=C1C=CC=C2N2N=NC(=C2)C=2C=C(C(=O)NCC)C=C(N2)C=2N=NN(C2)C2=CC=CC1=C2NC=N1 2-(1-(1H-benzo[d]imidazol-4-yl)-1H-1,2,3-triazol-4-yl)-6-(1-(1H-benzo[d]imidazol-7-yl)-1H-1,2,3-triazol-4-yl)-N-ethylisonicotinamide